Tert-butyl (2-((3-((tert-butyldiphenylsilyl)oxy)propyl)(methyl)amino)-3,3,3-trifluoropropyl)carbamate [Si](C1=CC=CC=C1)(C1=CC=CC=C1)(C(C)(C)C)OCCCN(C(CNC(OC(C)(C)C)=O)C(F)(F)F)C